2-chloro-4,6-difluoro-1H-benzo[d]imidazole ClC1=NC2=C(N1)C=C(C=C2F)F